2-[3-(trifluoro-methyl)phenyl]pyrrolo[3,2-c]pyridin-6-amine FC(C=1C=C(C=CC1)C1=CC2=CN=C(CC2=N1)N)(F)F